NC1=C(C=C(C=N1)NC(C(=O)N1[C@H](CC[C@@H](C1)C)C=1C=NC(=CC1)NC)=O)C N-(6-amino-5-methyl-3-pyridyl)-2-[(2R,5S)-5-methyl-2-[6-(methylamino)-3-pyridyl]-1-piperidyl]-2-oxo-acetamide